N,N',N'-Tetraethylthiuram disulfide CCN(CC)C(=S)SSC(=S)N(CC)CC